O=C1CC2(C1)CN(C2)C2=CC=CC(=N2)CN2N=NC(=C2)C2=C1C(=NC(=C2)C=2C(=C(C#N)C=CC2)C)NC=C1 (4-(1-((6-(2-oxo-6-azaspiro[3.3]heptan-6-yl)pyridin-2-yl)methyl)-1H-1,2,3-triazol-4-yl)-1H-pyrrolo[2,3-b]pyridin-6-yl)-2-methylbenzonitrile